(4-(((5-Chloropyridin-3-yl)methyl)amino)-6-(3,5-dimethylisoxazol-4-yl)Quinazolin-2-yl)thiomorpholine 1,1-dioxide ClC=1C=C(C=NC1)CNC1=NC(=NC2=CC=C(C=C12)C=1C(=NOC1C)C)N1CCS(CC1)(=O)=O